(R)-4-bromo-N-methyl-N-(1-(1-oxo-1,2-dihydroisoquinolin-4-yl)ethyl)benzamide BrC1=CC=C(C(=O)N([C@H](C)C2=CNC(C3=CC=CC=C23)=O)C)C=C1